OC=1C=C(C=CC1C(C)(C)O)C=1NC(C2=C(N1)CCSC2)=O 2-(3-hydroxy-4-(2-hydroxypropan-2-yl)phenyl)-3,5,7,8-tetrahydro-4H-thiopyrano[4,3-d]pyrimidin-4-one